5-[5-chloro-1-(oxazolidin-2-yl)-6-oxo-1,6-dihydropyridazin-4-yl]-1-[[2-(trifluoromethyl)phenyl]methyl]-1h,4h,5h,6h,7h-pyrazolo[4,3-c]pyridine-3-carboxylic acid ClC1=C(C=NN(C1=O)C1OCCN1)N1CC2=C(CC1)N(N=C2C(=O)O)CC2=C(C=CC=C2)C(F)(F)F